6-methyl-N-[(1-methyl-1H-imidazol-5-yl)methyl]-4-[(1-methylcyclopropyl)amino]furo[2,3-d]pyrimidine-5-carboxamide CC1=C(C2=C(N=CN=C2NC2(CC2)C)O1)C(=O)NCC1=CN=CN1C